[2H]C(C1(CC(C1)OCC1=CC=CC=C1)C(I)([2H])[2H])(I)[2H] [3,3-bis[dideuterio(iodo)methyl]cyclobutoxy]methylbenzene